C1(CC1)NC(C1=CC(=CC=C1)C=1N=NC(=CC1)NC1C[C@@H]2[C@@H](CN(C2)CC2CCOCC2)C1)=O N-cyclopropyl-3-(6-(((3aR,5s,6aS)-2-((tetrahydro-2H-pyran-4-yl)methyl)octahydrocyclopenta[c]pyrrol-5-yl)amino)pyridazin-3-yl)benzamide